4-Chloro-N-(2,3-dihydro-1H-inden-2-yl)-6-((3-fluorophenyl)amino)-N-methylpicolinamide ClC1=CC(=NC(=C1)NC1=CC(=CC=C1)F)C(=O)N(C)C1CC2=CC=CC=C2C1